CO[Si](C(C)[Si](O[Si](O[Si](O[Si](O[Si](C)(C)CC[SiH2]C(NCCC[Si](OC)(OC)OC)NCCC[Si](OC)(OC)OC)(C)C)(C)C)(C)C)(C)C)(OC)OC 1-trimethoxysilylethyl-9-bis(trimethoxysilylpropylamino)methylsilylethyl-1,1,3,3,5,5,7,7,9,9-decamethylpentasiloxane